2-(4-((2R,4s,6S)-2-cyano-7-((5-methoxy-7-methyl-1H-indol-4-yl)methyl)-7-azaspiro[3.5]nonan-6-yl)benzamido)-2-(oxetan-3-yl)acetic acid C(#N)C1CC2(C1)C[C@H](N(CC2)CC2=C1C=CNC1=C(C=C2OC)C)C2=CC=C(C(=O)NC(C(=O)O)C1COC1)C=C2